2,6-dibromo-4-(9,10-bis(carbazol-2-yl)anthracen-2-yl)pyridine Ethyl-(E)-2-(4-bromo-2-fluorobenzoyl)-3-(dimethylamino)prop-2-enoate C(C)OC(\C(=C\N(C)C)\C(C1=C(C=C(C=C1)Br)F)=O)=O.BrC1=NC(=CC(=C1)C1=CC2=C(C3=CC=CC=C3C(=C2C=C1)C1=CC=2NC3=CC=CC=C3C2C=C1)C1=CC=2NC3=CC=CC=C3C2C=C1)Br